gamma-(methacryloxy)propyl-trimethoxysilane C(C(=C)C)(=O)OCCC[Si](OC)(OC)OC